[Al].[Ti].[Li] Lithium-titanium-aluminum